ClC=1C=CC(=C(C1)C1=C2C(=NC=C1)C(=CS2)C(=O)O)OCCN2C(=NC1=CC(=C(C(=C1C2=O)C#N)N2CCN(CC2)C)C(F)(F)F)C 7-(5-chloro-2-(2-(5-cyano-2-methyl-6-(4-methylpiperazin-1-yl)-4-oxo-7-(trifluoromethyl)quinazolin-3(4H)-yl)ethoxy)phenyl)thieno[3,2-b]pyridine-3-carboxylic acid